OC(C(=O)OCCCCCOC(C(CCCCCCCC)CCCCCC)=O)CC(=O)OCCCCCOC(C(CCCCCCCC)CCCCCC)=O Bis(5-((2-hexyldecanoyl)oxy)pentyl) 2-hydroxysuccinate